methyl 8-oxo-5,6,7,8-tetrahydroquinoline-2-carboxylate O=C1CCCC=2C=CC(=NC12)C(=O)OC